N-(4-(((8-isopropyl-2-(oxetan-3-ylamino)pyrazolo[1,5-a][1,3,5]triazin-4-yl)amino)methyl)phenyl)acetamide C(C)(C)C=1C=NN2C1N=C(N=C2NCC2=CC=C(C=C2)NC(C)=O)NC2COC2